C(CO)NCCO N,N-Diethanolamine